OC1=C(C(=C(C=C1)CC(=O)[O-])O)O.[K+] potassium trihydroxybenzeneacetate